BrC1=NN(C=C1C=O)C(C)(C)C 3-bromo-1-(tert-butyl)-1H-pyrazole-4-carbaldehyde